OC=1C(NC=NC1CNC1=CC=C(C=C1)C#CC1=CC=C(C=C1)CN1CCOCC1)=O 5-hydroxy-6-(((4-((4-(morpholinomethyl)phenyl)ethynyl)phenyl)amino)methyl)pyrimidin-4(3H)-one